COC(=O)C1(CN(C(C1)=O)C1=CC(=CC(=C1)C)Cl)C Methyl-1-(3-chloro-5-methylphenyl)-3-methyl-5-oxopyrrolidin-3-carboxylat